N-cyclopropyl-6-fluoro-4-[3-(trifluoromethyl)-7,8-dihydro-5H-1,6-naphthyridin-6-yl]quinazolin-2-amine C1(CC1)NC1=NC2=CC=C(C=C2C(=N1)N1CC=2C=C(C=NC2CC1)C(F)(F)F)F